C(C)(C)(C)OC(=O)N(C(OC(C)(C)C)=O)C1=NC=CC(=N1)C1=C(C=2C(NCCC2N1)=O)I tert-butyl N-(tert-butoxycarbonyl)-N-(4-[3-iodo-4-oxo-1H,5H,6H,7H-pyrrolo[3,2-c]pyridin-2-yl]pyrimidin-2-yl)carbamate